ClC1=C(C=NC=C1Cl)N1CCN(CC1)CC=1C=C2C(N(C(C2=CC1)=O)C1C(NC(CC1)=O)=O)=O 5-((4-(4,5-dichloropyridin-3-yl)piperazin-1-yl)methyl)-2-(2,6-dioxopiperidin-3-yl)isoindoline-1,3-dione